1-benzyl-5-((benzyloxy)methyl)-3,3-dimethylpiperazine 2,2,2-trifluoroacetate FC(C(=O)O)(F)F.C(C1=CC=CC=C1)N1CC(NC(C1)COCC1=CC=CC=C1)(C)C